(hept-6-en-1-yl)non-8-en-1-ol C(CCCCC=C)C(CCCCCCC=C)O